NCCN(C1=NC=C(C=N1)C(=O)NC1C(C(C1(C)C)OC1=CC(=C(C=C1)C#N)Cl)(C)C)C 2-[2-aminoethyl(methyl)amino]-N-[3-(3-chloro-4-cyano-phenoxy)-2,2,4,4-tetramethyl-cyclobutyl]pyrimidine-5-carboxamide